monomethyl-allyl-ethylene glycol CC(CO)(CC=C)O